4-(1H-indol-5-yloxy)-6-methoxyquinoline-7-ol N1C=CC2=CC(=CC=C12)OC1=CC=NC2=CC(=C(C=C12)OC)O